COC(C(C)N)=O aminopropionic acid methyl ester